O1COC2=C1C=CC=C2CN(CC2=CC=CC=C2)CC2=CC(=NC=C2)N2CCCCC2 N-(1,3-benzodioxol-4-ylmethyl)-1-phenyl-N-[[2-(1-piperidinyl)-4-pyridinyl]methyl]methanamine